O-orsellinic acid C(C=1C(O)=CC(O)=CC1C)(=O)O